CC1=C(N=NC(=C1)C1=CC=CC=C1)S(=O)(=O)N1CCN(CC1)C1CC1 4-methyl-6-phenyl-3-((4-cyclopropylpiperazin-1-yl)sulfonyl)pyridazine